1-ethyl-3-dimethylaminopropylcarbodiimide hydrochloride Cl.C(C)C(CCN(C)C)N=C=N